CC1=CN=C(S1)C1=CC=C2C=NN=C(C2=C1)O 7-(5-methylthiazol-2-yl)phthalazin-1-ol